Cl.CN(O)C DIMETHYLHYDROXYL-AMINE HYDROCHLORIDE